Tert-butyl 3-cyclopropyl-5-(2-(1-(3-(difluoromethyl)-5-fluorophenyl)-1H-pyrazol-4-yl) propanamido)-1H-pyrazole-1-carboxylate C1(CC1)C1=NN(C(=C1)NC(C(C)C=1C=NN(C1)C1=CC(=CC(=C1)F)C(F)F)=O)C(=O)OC(C)(C)C